1-(5-(trifluoromethyl)pyridin-2-ylethyl)imidazo[1,5-a]quinoxaline-8-carboxamide FC(C=1C=CC(=NC1)CCC1=NC=C2N1C1=CC(=CC=C1N=C2)C(=O)N)(F)F